S(=O)(=O)(ON1[C@@H]2CC[C@H](N(C1=O)C2)C(NS(=O)(=O)C2CC(CC2)N)=N)O (2S,5R)-2-(N-((3-aminocyclopentyl) sulfonyl) carbamimidoyl)-7-oxo-1,6-diazabicyclo[3.2.1]octan-6-yl hydrogen sulfate